C1(=CC=CC=C1)P(C(C1=C(C(=C(C=C1)C)C)C)=O)(C1=CC=CC=C1)=O diphenyl-trimethylbenzoylphosphine oxide